5-({5-chloro-1H-imidazo[4,5-b]pyridin-2-yl}methyl)-3-(2-chloro-4-methoxyphenyl)-4H,5H,6H,7H-pyrazolo[1,5-a]pyrazine ClC1=CC=C2C(=N1)N=C(N2)CN2CC=1N(CC2)N=CC1C1=C(C=C(C=C1)OC)Cl